(2S)-2-[[(9H-fluoren-9-ylmethoxy)carbonyl](methyl)amino]-5,5,5-trifluoro-4-(trifluoromethyl)pentanoic acid C1=CC=CC=2C3=CC=CC=C3C(C12)COC(=O)N([C@H](C(=O)O)CC(C(F)(F)F)C(F)(F)F)C